(5-chloro-2-(4-methoxybenzylamino)pyridin-4-yl)(3,5-dichloropyrazin-2-yl)methanone ClC=1C(=CC(=NC1)NCC1=CC=C(C=C1)OC)C(=O)C1=NC=C(N=C1Cl)Cl